4,4'-(Diphenylmethylen)bis[phenol] C1(=CC=CC=C1)C(C1=CC=C(C=C1)O)(C1=CC=C(C=C1)O)C1=CC=CC=C1